(3aR,4R,7S,7aS)-hexahydro-1H-4,7-epoxyisoindole-1,3(2H)-dione C1(NC([C@H]2[C@H]3CC[C@@H]([C@@H]12)O3)=O)=O